N(=[N+]=[N-])CCCCC[C@H]([C@@H](C)C=1C(=C(C=C(C1)O)O)C)O |r| 5-((2SR,3RS)-8-azido-3-hydroxyoctan-2-yl)-4-methylbenzene-1,3-diol